(R)-methyl 7-bromo-2-(difluoromethyl)-1-(1-hydroxy-propan-2-yl)-1H-benzo[d]imidazole-5-carboxylate BrC1=CC(=CC2=C1N(C(=N2)C(F)F)[C@@H](CO)C)C(=O)OC